C(C)(C)(C)C1=CN(C=2N=CN=C(C21)N2C[C@H](N(C[C@@H]2C)C(=O)OC(C)(C)C)C)C2=NC=NC(=C2)C#N tert-butyl (2R,5S)-4-(5-(tert-butyl)-7-(6-cyanopyrimidin-4-yl)-7H-pyrrolo[2,3-d]pyrimidin-4-yl)-2,5-dimethylpiperazine-1-carboxylate